C12(CC3CC(CC(C1)C3)C2)P(C(C)(C)C)C23CC1CC(CC(C2)C1)C3 bis(1-adamantyl)-tert-butylphosphine